N-[2-methyl-5-[[2-[(2S)-2-methylpyrrolidin-1-yl]acetyl]amino]-3-pyridyl]-6-(2-tetrahydropyran-4-ylpyrazol-3-yl)triazolo[1,5-a]pyridine-3-carboxamide CC1=NC=C(C=C1NC(=O)C=1N=NN2C1C=CC(=C2)C=2N(N=CC2)C2CCOCC2)NC(CN2[C@H](CCC2)C)=O